ethyl 2-(2-((5-bromo-7-methoxybenzofuran-3-yl)methoxy)-4-(trifluoromethyl)phenyl)acetate BrC=1C=C(C2=C(C(=CO2)COC2=C(C=CC(=C2)C(F)(F)F)CC(=O)OCC)C1)OC